OC1=C(C(=O)OC)C(=C(C(=C1CC1=C(C=CC(=C1)C)O)O)C(C(CC)C)=O)O Methyl 2,4,6-trihydroxy-3-(2-hydroxy-5-methylbenzyl)-5-(2-methylbutanoyl)benzoate